2-(4-(5-fluoro-4-(methoxymethoxy)pyrimidin-2-yl)cyclohex-3-en-1-yl)acetate FC=1C(=NC(=NC1)C1=CCC(CC1)CC(=O)[O-])OCOC